(S)-(4-(4-fluorobenzo[d]thiazol-2-yl)-6,7-dihydro-1H-imidazo[4,5-c]pyridin-5(4H)-yl)(4-(trifluoromethyl)oxazol-5-yl)methanone FC1=CC=CC2=C1N=C(S2)[C@H]2N(CCC1=C2N=CN1)C(=O)C1=C(N=CO1)C(F)(F)F